S(=O)(=O)(C1=CC=C(C)C=C1)N1[C@@H](CCC1)C(=O)O tosyl-L-proline